N-(1-(4-((5-fluoro-6-phenoxypyridin-3-yl)amino)pyrido[3,2-d]pyrimidin-6-yl)azetidin-3-yl)acrylamide FC=1C=C(C=NC1OC1=CC=CC=C1)NC=1C2=C(N=CN1)C=CC(=N2)N2CC(C2)NC(C=C)=O